ClC1=C(C=CC2=C1C=C(O2)C(=O)O)NC2CCN(CC2)S(=O)(=O)C2=C(C=CC=C2Cl)Cl 4-chloro-5-[1-(2,6-dichloro-benzenesulfonyl)-piperidin-4-ylamino]-benzofuran-2-carboxylic acid